C(N)(OC1=CC(=CC=C1)OC=1N=C(N=NC1Cl)NC=1C=NN(C1)C)=O (3-((6-chloro-3-((1-methyl-1H-pyrazol-4-yl) amino)-1,2,4-triazin-5-yl) oxy) phenyl) carbamate